C1(CC1)C(=O)NC1=CC(=C(N=N1)C(=O)NC([2H])([2H])[2H])NC1=NC=CC=C1S(=O)(=O)C(F)F 6-(cyclopropanecarboxamido)-4-((3-((difluoromethyl)sulfonyl)-pyridin-2-yl)amino)-N-(methyl-d3)pyridazine-3-carboxamide